5-(chloromethyl)furan-2-carboxylic acid methyl ester COC(=O)C=1OC(=CC1)CCl